C1(CC1)[C@@H](C)NC=1N=CC2=C(N1)NC=C2C=2C=CC1=C(N(N=N1)CC)C2 (R)-N-(1-cyclopropylethyl)-5-(1-ethyl-1H-benzo[d][1,2,3]triazol-6-yl)-7H-pyrrolo[2,3-d]pyrimidin-2-amine